(3R)-3-amino-5-[(4-chlorophenyl)methyl]-8-fluoro-1,1-dioxo-7-[5-[(3,3,3-trifluoro-1-methyl-propyl)amino]-1,3,4-oxadiazol-2-yl]-2,3-dihydro-1λ6,5-benzothiazepin-4-one N[C@H]1CS(C2=C(N(C1=O)CC1=CC=C(C=C1)Cl)C=C(C(=C2)F)C=2OC(=NN2)NC(CC(F)(F)F)C)(=O)=O